C1(CCCCC1)CN1CCN(CC1)C1CC2=C(N(N=C2CC1)C1=NC=CC=C1)O 5-(4-cyclohexylmethylpiperazin-1-yl)-2-pyridin-2-yl-4,5,6,7-tetrahydro-2H-indazol-3-ol